C=C(C)C1=CC=C(C=C1)C=1OC=CN1 2-(4-(prop-1-en-2-yl)phenyl)oxazole